C(OCC[C@H](C)N1N=C(N=N1)COCC(C)NC1CCC(CC1)NC1=NC=C(C(=C1)C1=NC(=CC=C1)NCC1(CCOCC1)C#N)Cl)([O-])=O [(1S)-1-[5-[2-[[4-[[5-chloro-4-[6-[(4-cyanotetrahydropyran-4-yl)methylamino]-2-pyridyl]-2-pyridyl]amino]cyclohexyl]amino]propoxymethyl]tetrazol-2-yl]ethyl]ethyl carbonate